FC(C(O)O)(F)F 2,2,2-trifluoroethan-1,1-diol